FC=1C=C(C=C2CC(CC12)CNCCC1CN(C(O1)=O)C1=NC2=C(OCC(N2)=O)N=C1)NC(=O)[C@H]1N(CCC1)C (2S)-N-[7-fluoro-2-[[2-[2-oxo-3-(3-oxo-4H-pyrazino[2,3-b][1,4]oxazin-6-yl)oxazolidin-5-yl]ethylamino]methyl]indan-5-yl]-1-methyl-pyrrolidine-2-carboxamide